2-{3-[(4-methane-sulfonyl-2-methoxy-phenyl)amino]prop-1-yn-1-yl}-N-[(1S,4S)-4-{6-oxa-3-azabicyclo[3.1.1]heptan-3-yl}cyclohexyl]-1-(2,2,2-trifluoroethyl)-1H-indol-4-amine CS(=O)(=O)C1=CC(=C(C=C1)NCC#CC=1N(C=2C=CC=C(C2C1)NC1CCC(CC1)N1C[C@H]2OC(C1)C2)CC(F)(F)F)OC